(S)-N-((R)-(4-chlorophenyl)(6-(2,2,2-trifluoroethoxy)pyridazin-3-yl)methyl)-2-oxooxazolidine-5-carboxamide ClC1=CC=C(C=C1)[C@@H](NC(=O)[C@@H]1CNC(O1)=O)C=1N=NC(=CC1)OCC(F)(F)F